N-(2-methoxyethyl)propan-1-amine COCCNCCC